1,2,3,7,8,9-hexachlorooxanthrene ClC1=C(C(=CC=2OC3=CC(=C(C(=C3OC12)Cl)Cl)Cl)Cl)Cl